3-(1H-1,2,4-triazol-1-yl)propanoic acid N1(N=CN=C1)CCC(=O)O